(2R,3S,5R)-2-(((tert-butyldiphenylsilyl)oxy)methyl)-5-(5-methyl-2,4-dioxo-3,4-dihydropyrimidin-1(2H)-yl)tetrahydrofuran [Si](C1=CC=CC=C1)(C1=CC=CC=C1)(C(C)(C)C)OC[C@@H]1O[C@H](CC1)N1C(NC(C(=C1)C)=O)=O